(3S,5R)-4-(((1R,4R)-4-(bromomethyl)cyclohexyl)methyl)-3,5-dimethylpiperazine-1-carboxylic acid tert-butyl ester C(C)(C)(C)OC(=O)N1C[C@@H](N([C@@H](C1)C)CC1CCC(CC1)CBr)C